BrC1=CC=C(C=C1)[C@@H](C(F)(F)F)N(C(=O)[C@H]1CC(N(C1)C(=O)[O-])=O)C (S)-4-[[(1S)-1-(4-bromophenyl)-2,2,2-trifluoro-ethyl]-methyl-carbamoyl]-2-oxo-pyrrolidine-1-carboxylate